[Se]([Se]C=1C=CC(=C(C(=O)OC)C1)N)C=1C=CC(=C(C(=O)OC)C1)N Dimethyl 5,5'-diselanediylbis(2-aminobenzoate)